C(C1=CC=CC=C1)N1C[C@@H](CC1)NC(=O)C=1N=C(NC1C)C1=NC=CC(=C1)C=1C=NC=C(C1)N1CCOCC1 N-[(3R)-1-Benzylpyrrolidin-3-yl]-5-methyl-2-(5-morpholin-4-yl-3,4'-bipyridin-2'-yl)-1H-imidazol-4-carboxamid